FC=1C(=C(C=CC1F)[C@@H]1[C@@H](O[C@@]([C@@H]1C)(C(F)(F)F)C)C(=O)NC1=CC(=NC=C1)C(=O)N)OC(C)C (2R,3R,4R,5S)-4-[[3-(3,4-Difluoro-2-isopropoxy-phenyl)-4,5-dimethyl-5-(trifluoromethyl)tetrahydrofuran-2-carbonyl]amino]pyridin-2-carboxamid